FC(C1=NN=C(O1)C1=CC(=C(CN(C(=S)N2CC3(CN(C3)C(=O)OC(C)(C)C)C2)C2=CC(=C(C=C2)F)F)C=C1)F)F tert-butyl 6-((4-(5-(difluoromethyl)-1,3,4-oxadiazol-2-yl)-2-fluorobenzyl) (3,4-difluorophenyl) thiocarbamoyl)-2,6-diazaspiro[3.3]heptane-2-carboxylate